decaprenyl diphosphate CC(=CCC/C(=C/CC/C(=C/CC/C(=C/CC/C(=C/CC/C(=C/CC/C(=C/CC/C(=C/CC/C(=C/CC/C(=C/COP(=O)(O)OP(=O)(O)O)/C)/C)/C)/C)/C)/C)/C)/C)/C)C